n-hexyltriethylene glycol C(CCCCC)C(COCCOCCO)O